(2S)-2-amino-4-(cyclopropyl)but-3-enoic acid hydrochloride Cl.N[C@H](C(=O)O)C=CC1CC1